COC(C(=O)NC1=CC=C(C=C1)C#C)=O 2-((4-ethynylphenyl)amino)-2-oxoacetic acid methyl ester